1-(3-bromophenyl)-4-(2,6-diisopropylphenyl)-1H-pyrazole BrC=1C=C(C=CC1)N1N=CC(=C1)C1=C(C=CC=C1C(C)C)C(C)C